(trimethylsilyl)phosphonic acid C[Si](C)(C)P(O)(O)=O